ClC1=CC=C(C=C1)C1=CC2=C(N=CN(C2=O)C2CN(CC2O)C)C(=N1)C=1C=NC=CC1 6-(4-chlorophenyl)-3-(4-hydroxy-1-methylpyrrolidin-3-yl)-8-(pyridin-3-yl)pyrido[3,4-d]pyrimidin-4(3H)-one